n-pentyl-isohexyl terephthalate C(C1=CC=C(C(=O)[O-])C=C1)(=O)OC(CCC(C)C)CCCCC